S(=O)(=O)=C1NCCC2=CC=CC=C12 sulfonyl-1,2,3,4-tetrahydroisoquinoline